C(C)(C)N(C(C)C)OP(=O)(ON(C(C)C)C(C)C)OCCC#N 3-(bis(diisopropylamino)phosphonooxy)propanenitrile